C1(CC1)C1=CC(=NN1)NC1=NC(=NC(=C1)N1CCN(CC1)C)NCC1=CC(=NO1)C(C)C 4-N-(5-cyclopropyl-1H-pyrazol-3-yl)-6-(4-methylpiperazin-1-yl)-2-N-[(3-propan-2-yl-1,2-oxazol-5-yl)methyl]pyrimidine-2,4-diamine